C(C)(C)C=1C(=NNC1C=1C=C(C=2N(C1)N=CN2)C)C2=CC=C(C=C2)CNC 1-(4-(4-isopropyl-5-(8-methyl-[1,2,4]triazolo[1,5-a]pyridin-6-yl)-1H-pyrazol-3-yl)phenyl)-N,N-dimethylamine